FC1=C2C=CN(C2=C(C=C1)C(=O)NC1CC2(C1)CC(C2)C(NS(=O)(=O)C)=O)CC2=CC=C(C=C2)OC(F)(F)F (Sa)-4-fluoro-N-(6-((methylsulfonyl)carbamoyl)spiro[3.3]heptan-2-yl)-1-(4-(trifluoromethoxy)benzyl)-1H-indole-7-carboxamide